6-((1S,4S)-2,5-Diazabicyclo[2.2.1]heptan-2-yl)-N-(3-chloro-2-fluorophenyl)pyrido[3,4-d]pyrimidin-4-amine [C@@H]12N(C[C@@H](NC1)C2)C2=CC1=C(N=CN=C1NC1=C(C(=CC=C1)Cl)F)C=N2